NCC(=O)N[C@@H](CCCNC(N)=N)C(=O)NCC(=O)N[C@@H](CC(=O)O)C(=O)N1[C@@H](CCC1)C(=O)O glycyl-arginyl-glycyl-aspartyl-proline